FC1=C(C=CC(=C1)F)C(=O)N1CCC(CC1)CCCCNC(=O)C1=CC=2C=NC=CC2N1 N-(4-{1-[(2,4-difluorophenyl)carbonyl]piperidin-4-yl}butyl)-1H-pyrrolo[3,2-c]pyridine-2-carboxamide